2-((2-ethyl-5-(piperazin-1-yl)-2H-pyrazolo[3,4-b]pyridin-3-yl)(methyl)amino)-4-(4-fluorophenyl)thiazole-5-carbonitrile TFA salt OC(=O)C(F)(F)F.C(C)N1N=C2N=CC(=CC2=C1N(C=1SC(=C(N1)C1=CC=C(C=C1)F)C#N)C)N1CCNCC1